C(C)(C)(C)OC(=O)N1CC(CC1)=CC1=C(C(=C(C=C1C)O)N1S(NC(C1)=O)(=O)=O)F tert-butyl-3-(3-(1,1-dioxido-4-oxo-1,2,5-thiadiazolidin-2-yl)-2-fluoro-4-hydroxy-6-methyl benzylidene)pyrrolidine-1-carboxylate